(E)-2-(3-bromo-4-(methoxymethoxy)phenylvinyl)-N-(2-(2-fluoroethoxy)ethyl)-N-isopropyl-5-methylbenzothiazole-6-amine BrC=1C=C(C=CC1OCOC)/C=C/C=1SC2=C(N1)C=C(C(=C2)N(C(C)C)CCOCCF)C